C(C1=CC(=CC(=C1O)C1(CCCCC1)C)C)C1=CC(=CC(=C1O)C1(CCCCC1)C)C 2,2'-methylenebis[6-(1-methylcyclohexyl)p-cresol]